1-(4-methoxybenzyl)-5-(5,6,7,8-tetrahydro-4H-pyrazolo[1,5-a][1,3]diazepin-3-yl)-1H-pyrazol-4-amine COC1=CC=C(CN2N=CC(=C2C=2C=NN3C2NCCCC3)N)C=C1